1-Methyl-1,5,6,7-tetrahydro-4H-pyrrolo[3,2-c]pyridin-4-one CN1C=CC=2C(NCCC21)=O